C(C)(C)[C@H]1CN(CCN1)C (3S)-3-isopropyl-1-methylpiperazine